BrC=1N=C(C=2N(C(C=C(N2)C)=O)C1)C1=C(C=C(C=C1)Cl)F 7-bromo-9-(4-chloro-2-fluorophenyl)-2-methyl-4H-pyrazino[1,2-a]pyrimidin-4-one